(2R,3R,11bR)-3-(tert-butoxy)-10-methoxy-9-((1r,3R)-3-(trifluoromethyl)cyclobutoxy)-1,3,4,6,7,11b-hexahydro-2H-pyrido[2,1-a]isoquinolin-2-ol C(C)(C)(C)O[C@H]1[C@@H](C[C@H]2N(CCC3=CC(=C(C=C23)OC)OC2CC(C2)C(F)(F)F)C1)O